Ethyl 2-(3-bromophenyl)-3-hydroxy-2-(hydroxymethyl)propionate BrC=1C=C(C=CC1)C(C(=O)OCC)(CO)CO